N-[4-[3-(tetrahydro-2-furanyl)-5-(trifluoromethyl)-1H-pyrazol-1-yl]phenyl]-1-isoquinolinamine O1C(CCC1)C1=NN(C(=C1)C(F)(F)F)C1=CC=C(C=C1)NC1=NC=CC2=CC=CC=C12